C(=O)(OCC)C1=CC=C(C2=NC3=CC=CC=C3C(=C12)C1=CC=C(C=C1)C#C)F carbethoxy-9-(p-ethynylphenyl)-4-fluoroacridine